ClC1=CC=C(CN(C(=O)C2=C(N=C(S2)C2=C(C(=C(C(=C2)F)F)O)F)C)CCC2=CC=CC=C2)C=C1 N-(4-chlorobenzyl)-4-methyl-N-phenethyl-2-(2,4,5-trifluoro-3-hydroxyphenyl)thiazole-5-carboxamide